N1(C=CC=2C1=NC=CC2)C2=NC(=NC=C2)NC=2C(=CC(=C(C2)NC(\C=C\CN2CCNCC2)=O)N(C)C)OC (E)-N-(5-((4-(1H-pyrrolo[2,3-b]pyridin-1-yl)pyrimidin-2-yl)amino)-2-(dimethylamino)-4-methoxyphenyl)-4-(piperazin-1-yl)but-2-enamide